ClC=1C=CC2=C([C@@H](C[C@@H](O2)C(=O)NC23CC(C2)(C3)N3N=CC(=C3)N3CC(C3)OC(F)(F)F)O)C1 (2R,4R)-6-chloro-4-hydroxy-N-(3-{4-[3-(trifluoromethoxy)azetidin-1-yl]-1H-pyrazol-1-yl}bicyclo[1.1.1]pentan-1-yl)-3,4-dihydro-2H-1-benzopyran-2-carboxamide